(2R,3R,4R)-2-(6-Chloro-8-(hex-1-yn-1-yl)-2-(thiophen-2-yl)-9H-purin-9-yl)tetrahydrofuran-3,4-diyl diacetate C(C)(=O)O[C@H]1[C@@H](OC[C@H]1OC(C)=O)N1C2=NC(=NC(=C2N=C1C#CCCCC)Cl)C=1SC=CC1